Cl.Cl.NC/C=C/S(=O)=NC1=CC(=C(C=C1)OC)F [(1E)-3-Aminoprop-1-en-1-yl](3-fluoro-4-methoxyphenyl)imino-λ6-sulfanone dihydrochloride